C(=O)N(CCCCCCN(C1CC(NC(C1)(C)C)(C)C)C=O)C1CC(NC(C1)(C)C)(C)C N,N'-Bis(formyl)-N,N'-bis(2,2,6,6-tetramethyl-4-piperidyl)-1,6-hexanediamine